ethyl (4S)-2-(2-(2-hydroxyphenyl)-4,5-dihydrothiazol-4-yl)-3-methylthiazolidine-4-carboxylate OC1=C(C=CC=C1)C=1SCC(N1)C1SC[C@@H](N1C)C(=O)OCC